N(=[N+]=[N-])CCCCCC(=O)N1C(CCC1=O)=O (6-azidohexanoyl)pyrrolidine-2,5-dione